S(=O)(=O)([O-])CS(=O)(=O)[O-] Methionate